N-(diphenylmethylene)-2-fluoro-4-(4-methylpiperazin-1-yl)-5-nitroaniline C1(=CC=CC=C1)C(=NC1=C(C=C(C(=C1)[N+](=O)[O-])N1CCN(CC1)C)F)C1=CC=CC=C1